3-amino-4-(2-chloro-4-{[(furan-2-yl)methyl]amino}-7-methylthieno[3,2-d]pyrimidin-6-yl)butan-1-ol dihydrochloride Cl.Cl.NC(CCO)CC1=C(C=2N=C(N=C(C2S1)NCC=1OC=CC1)Cl)C